FC1=CC(=C2C(=C(N(C2=C1)C1=CC=C(C=C1)F)C(COC)(C)C)C1=CC=C(C(=O)O)C=C1)NCCCCO 4-[6-fluoro-1-(4-fluorophenyl)-4-(4-hydroxybutylamino)-2-(2-methoxy-1,1-dimethyl-ethyl)indol-3-yl]Benzoic acid